O.[Ga] Gallium oxyhydride